N1(N=NC=C1)CCOC1=CC=C(C=C1)C1=CC=C(C=C1)C(C)(C)NC(=O)NC1(CCN2CCC1CC2)C 1-(2-(4'-(2-(1H-1,2,3-triazol-1-yl)ethoxy)-[1,1'-biphenyl]-4-yl)propan-2-yl)-3-(4-methyl-1-azabicyclo[3.2.2]non-4-yl)urea